C1C(OC2=C(C1=O)C(=C(C(=C2)O)C(/C=C/CCCC(=O)O)C3=CC=CC=C3)O)C4=CC=CC=C4 The molecule is a dihydroxyflavanone that is flavanone substituted by hydroxy groups at positions 5 and 7 and a 6-carboxy-1-phenylhex-1-en-1-yl group at position 6. It has been isolated as a racemate from the bark of Cryptocarya chartacea. It has a role as a plant metabolite. It is a dihydroxyflavanone and a monocarboxylic acid.